(R)-1-(7-(8-ethyl-7-fluoro-3-(methoxymethoxy)naphthalen-1-yl)-8-fluoro-2-((1-(hydroxymethyl)cyclopropyl)methoxy)-5-isopropoxypyrido[4,3-d]pyrimidin-4-yl)-3-methylpiperidin-3-ol C(C)C=1C(=CC=C2C=C(C=C(C12)C1=C(C=2N=C(N=C(C2C(=N1)OC(C)C)N1C[C@@](CCC1)(O)C)OCC1(CC1)CO)F)OCOC)F